7-(3,5-di-tert-butylphenyl)-2-methyl-1H-indene C(C)(C)(C)C=1C=C(C=C(C1)C(C)(C)C)C=1C=CC=C2C=C(CC12)C